O=C1N(C2=CC=CC=C2C(N1CCC1=CC=CC=C1)=O)CC1=CC=C(C=C1)C(C(=O)NO)=C (4-((2,4-dioxo-3-phenethyl-3,4-dihydroquinazolin-1(2H)-yl)methyl)phenyl)-N-hydroxyacrylamide